Bis(methylidene)hydrazine C=NN=C